(S)-2-((5-amino-1-tosyl-1H-pyrrolo[3,2-b]pyridin-2-yl)methyl)-5-fluoro-1'-(2-(trifluoromethoxy)ethyl)spiro[isoindoline-1,3'-pyrrolidine]-2',3-dione NC1=CC=C2C(=N1)C=C(N2S(=O)(=O)C2=CC=C(C)C=C2)CN2C(C1=CC(=CC=C1[C@@]21C(N(CC1)CCOC(F)(F)F)=O)F)=O